CC=1N=CNC1[C@H](C)C1=CC=C(C=C1)NC(=O)NC1=NC=CC=C1 |o1:6| rel-(R)-1-(4-(1-(4-methyl-1H-imidazol-5-yl)ethyl)phenyl)-3-(pyridine-2-yl)urea